4-oxoimidazolidin O=C1NCNC1